N-[6-Chloro-4-(2,6-dimethylphenyl)pyridine-2-yl]-3-nitrobenzene-1-sulfonamide ClC1=CC(=CC(=N1)NS(=O)(=O)C1=CC(=CC=C1)[N+](=O)[O-])C1=C(C=CC=C1C)C